(S)-3-(7,7-difluoro-2-(2-methylazetidin-1-yl)-6,7-dihydro-5H-cyclopenta[d]pyrimidin-4-yl)benzenesulfonamide FC1(CCC2=C1N=C(N=C2C=2C=C(C=CC2)S(=O)(=O)N)N2[C@H](CC2)C)F